1-(tert-butyl)-2'-(3,5-difluorophenyl)-6,7-difluoro-5'-methoxyspiro[indole-3,1'-isoindole]-2,3'-dione C(C)(C)(C)N1C(C2(N(C(C3=CC(=CC=C23)OC)=O)C2=CC(=CC(=C2)F)F)C2=CC=C(C(=C12)F)F)=O